2-[(4-{6-[(4-chloro-2-fluorobenzyl)oxy]pyridin-2-yl}-2,2-dimethylpiperazin-1-yl)methyl]-1-(2-methoxyethyl)-1H-benzimidazole-6-carboxylic acid ClC1=CC(=C(COC2=CC=CC(=N2)N2CC(N(CC2)CC2=NC3=C(N2CCOC)C=C(C=C3)C(=O)O)(C)C)C=C1)F